FC=1C(=C(C=C(C1)CC(C)C)N1C[C@@H](N(CC1)CC=1SC(=CN1)C)C)C=1N=NNN1 2-[[(2S)-4-[3-fluoro-5-isobutyl-2-(2H-tetrazol-5-yl)phenyl]-2-methyl-piperazin-1-yl]methyl]-5-methyl-thiazole